(S)-N-(4-methyl-3-(4,4,5,5-tetramethyl-1,3,2-dioxaborolan-2-yl)phenyl)-3-(2,2,2-trifluoroethyl)pyrrolidine-1-carboxamide cobalt [Co].CC1=C(C=C(C=C1)NC(=O)N1C[C@@H](CC1)CC(F)(F)F)B1OC(C(O1)(C)C)(C)C